COC=CC(=O)[O-] 3-methoxy-prop-2-enoate